ClC1=CC(=NC=N1)O 6-chloropyrimidin-4-ol